NC=1C=C(C=CC1OCC(F)(F)F)C(CN1N=CC=N1)=O 1-(3-Amino-4-(2,2,2-trifluoroethoxy)phenyl)-2-(2H-1,2,3-triazol-2-yl)ethan-1-one